C1(=CC(=CC=C1)SCCC(=O)O)C 3-(m-tolylthio)propionic acid